(6-(4-cyanophenyl)thiazolo[4,5-b]pyrazin-2-yl)-4-(2-ethynyl-5-fluorophenyl)-6-methylpyridine-3-carboxamide C(#N)C1=CC=C(C=C1)C=1N=C2C(=NC1)N=C(S2)C2=NC(=CC(=C2C(=O)N)C2=C(C=CC(=C2)F)C#C)C